Methyl (S)-4-(5-(3-(1-((5-bromo-1-methyl-1H-imidazol-2-yl)methyl)pyrrolidin-3-yl)-2-oxo-2,3-dihydro-1H-imidazo[4,5-b]pyridin-1-yl)pyridin-2-yl)benzoate BrC1=CN=C(N1C)CN1C[C@H](CC1)N1C(N(C=2C1=NC=CC2)C=2C=CC(=NC2)C2=CC=C(C(=O)OC)C=C2)=O